(rac)-tert-butyl-2'-{6-amino-5-[(trifluoromethyl)sulfanyl]pyridin-3-yl}-5',6'-dihydrospiro[pyrrolidine-3,4'-pyrrolo[1,2-b]pyrazole]-1-carboxylate C(C)(C)(C)OC(=O)N1C[C@]2(CCN3N=C(C=C32)C=3C=NC(=C(C3)SC(F)(F)F)N)CC1 |r|